6,7-difluoronaphthalen-1(2H)-one FC=1C=C2C=CCC(C2=CC1F)=O